CN(C(=O)OC1=C(C=C(C(=O)O[C@H]2[C@H](OC3=CC(=CC(=C3C2)O)O)C2=CC(=C(C(=C2)O)O)O)C=C1O)O)C (2R,3R)-5,7-dihydroxy-2-(3,4,5-trihydroxyphenyl)chroman-3-yl 4-((dimethylcarbamoyl)oxy)-3,5-dihydroxybenzoate